(S)-5,5-dimethyl-1-((2-((tetrahydrofuran-3-yl)amino)pyridin-4-yl)methyl)-3-(4-((trifluoromethyl)sulfonyl)phenyl)imidazolidine-2,4-dione CC1(C(N(C(N1CC1=CC(=NC=C1)N[C@@H]1COCC1)=O)C1=CC=C(C=C1)S(=O)(=O)C(F)(F)F)=O)C